BrC1=C(C=C(C=C1)CP(=O)(OCC)OCC)C(F)(F)F 1-bromo-4-(diethoxyphosphorylmethyl)-2-(trifluoromethyl)benzene